[Si](C)(C)(C(C)(C)C)OC1CCC=2C1=NC=CC2CNC2CS(C=C2)(=O)=O 3-(((7-((tert-butyldimethylsilyl)oxy)-6,7-dihydro-5H-cyclopenta[b]pyridin-4-yl)methyl)amino)-2,3-dihydrothiophene 1,1-dioxide